O1C=C(C2=C1C=CC=C2)C=2C(C(=C(N(C2C)C)C)C(=O)NC2=CC(=C(C=C2)OC2=CC=NC1=CC(=C(N=C21)OC)OC)F)=O 5-(1-benzofuran-3-yl)-N-[4-[(6,7-dimethoxy-1,5-naphthyridin-4-yl)oxy]-3-fluorophenyl]-1,2,6-trimethyl-4-oxopyridine-3-carboxamide